6-pentamethyldisiloxanylhexylamine C[Si](O[Si](C)(C)C)(CCCCCCN)C